6-ethenyl-3-ethylidenetetrahydro-2H-pyran-2-one C(=C)C1CCC(C(O1)=O)=CC